2,3,4,5-tetrahydro-1H-pyrido[4,3-b]indol-2-ium C1[NH2+]CCC=2NC=3C=CC=CC3C21